N6-carboxyethyl-lysine C(=O)(O)CCNCCCC[C@H](N)C(=O)O